Yttrium(III) chlorid [Cl-].[Y+3].[Cl-].[Cl-]